3-amino-6-(1-methyl-1H-pyrazol-4-yl)-5-(trifluoromethyl)picolinic acid NC=1C(=NC(=C(C1)C(F)(F)F)C=1C=NN(C1)C)C(=O)O